CN1N=CC(=C1)C1=CC=CC(=N1)C(=O)NC=1C(=NC=C(C1)N1CC(CC1)C(F)(F)F)C 6-(1-methyl-1H-pyrazol-4-yl)-N-(2-methyl-5-(3-(trifluoromethyl)pyrrolidin-1-yl)pyridin-3-yl)picolinamide